The molecule is a glycosylgalactose derivative consisting of D-galactose having a beta-D-N-acetylgalactosaminyl residue attached at the 4-position. It is an amino disaccharide and a glycosylgalactose derivative. CC(=O)N[C@@H]1[C@H]([C@H]([C@H](O[C@H]1O[C@H]2[C@H](OC([C@@H]([C@H]2O)O)O)CO)CO)O)O